{2-[4-amino-7-(1H-pyrazol-3-yl)-2H-pyrazolo[3,4-c]quinolin-2-yl]ethyl}-5-fluoropyridine-2-carboxamide NC1=NC=2C=C(C=CC2C=2C1=NN(C2)CCC=2C(=NC=C(C2)F)C(=O)N)C2=NNC=C2